ClC=1N=C(SC1)C=1N=NNC1 4-(4-chlorothiazol-2-yl)-1H-1,2,3-triazol